CS(=O)(=O)C1=CC(=C(C(=C1)OC)S(=O)(=O)Cl)OC 4-methanesulfonyl-2,6-dimethoxybenzenesulfonyl chloride